(S)-(1-(4-fluoro-3-(trifluoromethoxy)phenyl)cyclopropyl)(pyrrolidin-2-ylmethyl)carbamic acid methyl ester COC(N(C[C@H]1NCCC1)C1(CC1)C1=CC(=C(C=C1)F)OC(F)(F)F)=O